N=1N2C(C=CC1)=CC=C2C#N pyrrolo[1,2-b]pyridazine-7-carbonitrile